ClCCC/C=C/C=O (2E)-6-chloro-2-hexenal